(Ra)-6-(4-Chloro-1-((S)-1-(3'-cyano-5'-methoxy-[1,1'-biphenyl]-4-yl)ethyl)-1H-indazol-7-carboxamido)spiro[3.3]heptan ClC1=C2C=NN(C2=C(C=C1)C(=O)NC1CC2(CCC2)C1)[C@@H](C)C1=CC=C(C=C1)C1=CC(=CC(=C1)OC)C#N